[3-(4-{6-amino-7-[3-methoxy-4-(4-methylphenoxy)phenyl]-8-oxopurin-9-yl}-[1,4'-bipiperidin]-1'-yl)azetidin-1-yl]-2-(2,6-dioxopiperidin-3-yl)isoindole-1,3-dione NC1=C2N(C(N(C2=NC=N1)C1CCN(CC1)C1CCN(CC1)C1CN(C1)C1=C2C(N(C(C2=CC=C1)=O)C1C(NC(CC1)=O)=O)=O)=O)C1=CC(=C(C=C1)OC1=CC=C(C=C1)C)OC